2-(methylthio)-4-phenyl-4H-pyrrolo[2,3-d]Thiazole-5-carboxylic acid ethyl ester C(C)OC(=O)C1=CC2=C(N=C(S2)SC)N1C1=CC=CC=C1